6-bromo-3-(methoxymethyl)-2,3-dihydro-[1,4]dioxino[2,3-b]pyridine BrC1=CC=C2C(=N1)OC(CO2)COC